((2S,3R,4R)-2-cyclopropyl-4-((3-methoxypyridin-2-yl)amino)-3-methyl-3,4-dihydroquinolin-1(2H)-yl)ethanone C1(CC1)[C@@H]1N(C2=CC=CC=C2[C@@H]([C@H]1C)NC1=NC=CC=C1OC)C(C)=O